C(C)(=O)N1CCC(CC1)NC(=O)C1=NC(=CC=C1)N1C=NC=C1 N-(1-acetylpiperidin-4-yl)-6-(imidazol-1-yl)pyridine-2-carboxamide